ClC1=C(C=CC=C1)NC(=O)C=1C(=C(C(=O)N)C(=CC1C1CC1)F)OC(F)F ((2-chlorophenyl)carbamoyl)-4-cyclopropyl-2-(difluoro-methoxy)-6-fluorobenzamide